FC1(CCC(CC1)NC1=NC(=NC2=CC=CC=C12)NC1=CC(=CC=C1)OCCOC)F N4-(4,4-difluorocyclohexyl)-N2-(3-(2-methoxyethoxy)phenyl)quinazoline-2,4-diamine